6-chloro-5-fluoro-3,4-dihydro-2H-isoquinolin-1-one ClC=1C(=C2CCNC(C2=CC1)=O)F